C(C1=CC=CC=C1)O[C@@H]1C(CO[C@@H]([C@@H]1OCC1=CC=CC=C1)COCC1=CC=CC=C1)N (4R,5R,6R)-4,5-bis(benzyloxy)-6-((benzyloxy)methyl)tetrahydro-2H-pyran-3-amine